3-benzyl-4-[dimethyl(phenyl)silyl]-2-methyl-N-(quinolin-8-yl)butanamide C(C1=CC=CC=C1)C(C(C(=O)NC=1C=CC=C2C=CC=NC12)C)C[Si](C1=CC=CC=C1)(C)C